BrC1=CN=C2N1C=C(N=C2C)C(=O)O 3-bromo-8-methyl-imidazo[1,2-a]pyrazine-6-carboxylic acid